N[C@@H]1[C@H]([C@H](N(C1)C(=O)OC(C)(C)C)C(=O)OC)CCCB1O[C@]2(C(O1)C[C@@H]1C([C@H]2C1)(C)C)C 1-(tert-butyl) 2-methyl (2S,3R,4R)-4-amino-3-(3-((3aR,4R,6R)-3a,5,5-trimethylhexahydro-4,6-methanobenzo[d][1,3,2]dioxaborol-2-yl)propyl)pyrrolidine-1,2-dicarboxylate